N-(6-amino-5-methylpyridin-3-yl)-2-((2S,5R)-2-(3-chlorophenyl)-4-isobutyryl-5-methylpiperazin-1-yl)-2-oxoacetamide NC1=C(C=C(C=N1)NC(C(=O)N1[C@H](CN([C@@H](C1)C)C(C(C)C)=O)C1=CC(=CC=C1)Cl)=O)C